2,2-bis(3-methyl-4-hydroxyphenyl)-propane CC=1C=C(C=CC1O)C(C)(C)C1=CC(=C(C=C1)O)C